p-methoxybenzoic hydrazide COC1=CC=C(C(=O)NN)C=C1